3-oxabutyl 2-fluoroacrylate FC(C(=O)OCCOC)=C